N'-(5-methoxy-2-hydroxybenzylidene)-2-(3-fluorophenoxy)propionyl-hydrazine COC=1C=CC(=C(C=NNC(C(C)OC2=CC(=CC=C2)F)=O)C1)O